NC=1C(=C(C=CC1F)N(C(C1=C(C=CC(=C1)NC(=O)[C@@H]1C([C@H]1C1=CC(=C(C=C1)F)C(F)(F)F)(Cl)Cl)Cl)=O)C)F N-(3-amino-2,4-difluorophenyl)-2-chloro-5-((1R,3R)-2,2-dichloro-3-(4-fluoro-3-(trifluoromethyl)phenyl)cyclopropane-1-carboxamido)-N-methylbenzamide